C(C)OC12C(CCC=C(CCC2C(C1)(C)C)C)=C 9-ethoxy-4,11,11-trimethyl-8-methylenebicyclo[7.2.0]undec-4-ene